C(#N)C=1C=C(C(=NC1)[C@@H](C)NC(C(C=1C(NC2=CC=C(C=C2C1C)F)=O)(F)F)=O)F (R)-N-(1-(5-cyano-3-fluoropyridin-2-yl)ethyl)-2,2-difluoro-2-(6-fluoro-4-methyl-2-oxo-1,2-dihydroquinolin-3-yl)acetamide